(S)-3-((S)-4-bromo-2-methylbutanoyl)-4-isopropyloxazolidin-2-one BrCC[C@@H](C(=O)N1C(OC[C@@H]1C(C)C)=O)C